1-cyclopentyl-4-(4,4,5,5-tetramethyl-1,3,2-dioxaborolan-2-yl)pyrazole C1(CCCC1)N1N=CC(=C1)B1OC(C(O1)(C)C)(C)C